[N-](S(=O)(=O)C(F)(F)F)S(=O)(=O)C(F)(F)F.C(CC)N1CN(C=C1)C 1-propyl-3-methylimidazole bis(trifluoromethanesulfonyl)imide salt